L-α-aspartylglycinyl-6-(2,5-dioxo-2,5-dihydro-1H-pyrrol-1-yl)-L-norleucine tert-butyl ester C(C)(C)(C)OC([C@@H](NC(CNC([C@@H](N)CC(O)=O)=O)=O)CCCCN1C(C=CC1=O)=O)=O